3-(2-(4-(2,3-dimethylphenyl)piperazin-1-yl)ethoxy)benzonitrile CC1=C(C=CC=C1C)N1CCN(CC1)CCOC=1C=C(C#N)C=CC1